C([C@H]([C@@H]1[C@H]([C@@H]([C@@H](C(O1)OP(=O)([O-])[O-])O)O)O)O)OP(=O)([O-])[O-] The molecule is the tetra-anion obtained by removal of all of the protons from the phosphate groups of D-glycero-D-manno-heptose 1,7-bisphosphate. It is an aldoheptose phosphate and an organophosphate oxoanion. It is a conjugate base of a D-glycero-D-manno-heptose 1,7-bisphosphate.